ClC1=C(C2=NC(=NC=3N([C@H]4CCOC[C@@H]4OC(=N1)C23)C)SC)F (7aR,11aS)-5-chloro-4-fluoro-12-methyl-2-(methylthio)-7a,8,10,11,11a,12-hexahydro-7,9-dioxa-1,3,6,12-tetraazapleiadene